5-[4-(ethylaminomethyl)-2-fluoro-6-[(4-methoxyphenyl)methoxyl]phenyl]-1,1-dioxo-1,2,5-thiadiazolidin-3-one C(C)NCC1=CC(=C(C(=C1)OCC1=CC=C(C=C1)OC)N1CC(NS1(=O)=O)=O)F